diphosgene chlorobenzoate ClC1=C(C(=O)O)C=CC=C1.O=C(OC(Cl)(Cl)Cl)Cl